ClC=1C=C(C=CC1F)NC1=NC=NC2=CC(=C(C=C12)OCCCN1C=COC=C1)OCCCCl 4-[(3-chloro-4-fluorophenyl)amino]-7-[(3-chloropropyl)oxy]-6-{[3-(1,4-oxazin-4-yl)propyl]oxy}quinazoline